1,1,1-trifluoro-3-methyl-2,4-pentanediol benzoate Diphenylphosphonite C1(=CC=CC=C1)P(O)(O)C1=CC=CC=C1.C(C1=CC=CC=C1)(=O)O.FC(C(C(C(C)O)C)O)(F)F